C1(CC1)N1N=CC(=C1)C1=NC=CC(=N1)NC1=NC=C(C(=C1)NC1CCC(CC1)(O)C)C1=NN(C=C1)C(F)F (1s,4s)-4-((2-((2-(1-Cyclopropyl-1H-pyrazol-4-yl)pyrimidin-4-yl)amino)-5-(1-(difluoromethyl)-1H-pyrazol-3-yl)pyridin-4-yl)amino)-1-methylcyclohexan-1-ol